1H-benzotriazole-1-yloxytri(pyrrolidino)phosphonium hexafluorophosphate F[P-](F)(F)(F)(F)F.N1(N=NC2=C1C=CC=C2)O[P+](N2CCCC2)(N2CCCC2)N2CCCC2